[(3R)-tetrahydrofuran-3-yl]N-[8-(tert-butoxycarbonylamino)-6-[5-[tert-butyl (dimethyl)silyl]oxy-4-methyl-6,7-dihydro-5H-cyclopenta[b]pyridin-3-yl]-7-fluoro-3-isoquinolyl]carbamate O1C[C@@H](CC1)OC(NC=1N=CC2=C(C(=C(C=C2C1)C=1C(=C2C(=NC1)CCC2O[Si](C)(C)C(C)(C)C)C)F)NC(=O)OC(C)(C)C)=O